C(C)(C)(C)OC(=O)N1[C@H](CN(C[C@H]1C)C1=C(C=C(C=C1)[N+](=O)[O-])C)C (2S,6R)-2,6-dimethyl-4-(2-methyl-4-nitrophenyl)piperazine-1-carboxylic acid tert-butyl ester